3,4,5-trimethyl-oxazolium-2-carboxylate C[N+]1=C(OC(=C1C)C)C(=O)[O-]